O[C@@H]1CN(CCC1)C(=O)C1=CC=C(C=C1)NC1=NC=C(C(=N1)NCC=1C(=NC=CC1)N(S(=O)(=O)C)C)C(F)(F)F N-{3-[({2-[(4-{[(3S)-3-hydroxypiperidin-1-yl]carbonyl}phenyl)amino]-5-(trifluoromethyl)pyrimidin-4-yl}amino)methyl]pyridin-2-yl}-N-methylmethanesulfonamide